N1C=C(C=2C1=NC=CC2)C=2SC=C(N2)C=2C=C(C=CC2)[C@@]2(C(N(C=1C2=NC=CC1)C)=O)O (R)-3-(3-(2-(1H-Pyrrolo[2,3-b]pyridin-3-yl)thiazol-4-yl)phenyl)-3-hydroxy-1-methyl-1,3-dihydro-2H-pyrrolo[3,2-b]pyridin-2-one